7-((4-(2-fluoro-6-(methylcarbamoyl)pyridin-3-yl)piperazin-1-yl)methyl)-9-fluoropyrazolo[1,5-a]quinoxalin-4(5H)-one FC1=NC(=CC=C1N1CCN(CC1)CC=1C=C2NC(C=3N(C2=C(C1)F)N=CC3)=O)C(NC)=O